ClC1=CC=C(C=C1)CN1C([C@H](CS(C2=C1C=C(C(=C2)F)C=2OC(=NN2)C2CN(CC(C2)(F)F)C)(=O)=O)NC(OC(C)(C)C)=O)=O tert-butyl N-[(3R)-5-[(4-chlorophenyl)methyl]-7-[5-(5,5-difluoro-1-methyl-3-piperidyl)-1,3,4-oxadiazol-2-yl]-8-fluoro-1,1,4-trioxo-2,3-dihydro-1λ6,5-benzothiazepin-3-yl]carbamate